Cl.Cl.BrC1=CC=C(C=CCNCCNS(=O)(=O)C=2C=3C=CN=CC3C=CC2)C=C1 N-[2-(p-bromo-cinnamylamino)ethyl]-5-isoquinolinesulfonamide dihydrochloride